(Z)-2-(4-(pyridin-3-yl)but-1-yn-1-yl)thiazole-4-carbaldehyde oxime hydrochloride Cl.N1=CC(=CC=C1)CCC#CC=1SC=C(N1)\C=N/O